tert-butyl azetidine-3-carboxylate N1CC(C1)C(=O)OC(C)(C)C